(R)-3-(2-(ethoxymethyl)-6-vinylpyrimidin-4-yl)-10-methyl-9,10,11,12-tetrahydro-8H-[1,4]diazepino[5',6':4,5]thieno[3,2-f]quinolin-8-one C(C)OCC1=NC(=CC(=N1)C1=NC=2C=CC3=C(C2C=C1)C1=C(S3)C(N[C@@H](CN1)C)=O)C=C